FC1=C(C=CC=C1)CS(=O)(=O)NC=1C=NC(=CC1)C1=CC2=C(N=C(N=C2)N[C@@H]2CNC[C@H](C2)F)N(C1=O)C(C)C 1-(2-fluorophenyl)-N-(6-(2-(((3S,5S)-5-fluoro-piperidin-3-yl)amino)-8-isopropyl-7-oxo-7,8-dihydropyrido[2,3-d]-pyrimidin-6-yl)pyridin-3-yl)methanesulfonamide